C(=CCCC)OC(C=C)=O.C(C)(C)(C1=CC=CC=C1)OOC#CCCCC (alpha-cumylperoxy)hexyne Pentenyl-acrylate